1-((5R,7R,8R,9S,10R)-8,10-bis(benzyloxy)-7-((benzyloxy)methyl)-1,6-dioxaspiro[4.5]dec-3-ene-9-yl)-4-(3,4,5-trifluorophenyl)-1H-1,2,3-triazole C(C1=CC=CC=C1)O[C@H]1[C@H](O[C@]2(C=CCO2)[C@@H]([C@H]1N1N=NC(=C1)C1=CC(=C(C(=C1)F)F)F)OCC1=CC=CC=C1)COCC1=CC=CC=C1